1-(6-(4-amino-7-cyclopropyl-7H-pyrrolo[2,3-d]pyrimidin-5-yl)pyridin-3-yl)-3-(3-(1-(trifluoromethyl)cyclopropyl)isoxazol-5-yl)urea NC=1C2=C(N=CN1)N(C=C2C2=CC=C(C=N2)NC(=O)NC2=CC(=NO2)C2(CC2)C(F)(F)F)C2CC2